C(C)(C)(C)OC(=O)N1CC(N(CC1)CC1=C(C=CC=C1)[N+](=O)[O-])=O tert-butyl-4-(2-nitrobenzyl)-3-oxo-piperazine-1-carboxylate